2-((2-(6-((4-fluorophenethyl)amino)-1H-indol-1-yl)ethyl)amino)-2-methylpropane-1,3-diol FC1=CC=C(CCNC2=CC=C3C=CN(C3=C2)CCNC(CO)(CO)C)C=C1